S1S[C@@H](CC1)CCCCC(=O)OCCl Chloromethyl (R)-5-(1,2-dithiolan-3-yl)pentanoate